C(CCC)OC(=O)N(C([O-])=O)CC(CCCO)(F)F butoxycarbonyl-N-(2,2-difluoro-5-hydroxy-pentyl)carbamate